C(C)(=O)N ethanamide